CC1=CC(C(=C2COCCN21)C(=O)N)=O 6-methyl-8-oxo-3,4-dihydro-1H-pyrido[2,1-c][1,4]Oxazine-9-carboxamide